2-[3-(Methoxymethyl)phenyl]-N-methyl-imidazo[1,2-a]pyridine-7-amine COCC=1C=C(C=CC1)C=1N=C2N(C=CC(=C2)NC)C1